C(COCCOCCOCCOCCOCCOCC#N)#N 3,6,9,12,15,18-hexaoxaeicosanedinitrile